NC=C1CC(CCC1)=CN 1,3-diaminomethylenecyclohexane